(2R)-1-(2-(3,8-diazabicyclo[3.2.1]octan-8-yl)-6,7-dihydrothiazolo[5,4-c]pyridin-5(4H)-yl)-2-hydroxy-3,3-dimethylbutan-1-one C12CNCC(CC1)N2C=2SC=1CN(CCC1N2)C([C@@H](C(C)(C)C)O)=O